3-methyl-3-hydroxyglutaryl-coenzyme A CC(CC(=O)SCCNC(CCNC([C@@H](C(COP(OP(OC[C@@H]1[C@H]([C@H]([C@@H](O1)N1C=NC=2C(N)=NC=NC12)O)OP(=O)(O)O)(=O)O)(=O)O)(C)C)O)=O)=O)(CC(=O)O)O